(S)-6-(3-methoxypyrrolidin-1-yl)-2-phenylpyrimidine-4-carboxylic acid CO[C@@H]1CN(CC1)C1=CC(=NC(=N1)C1=CC=CC=C1)C(=O)O